(S)-5-(3-chloroimidazo[1,2-b]pyridazin-6-yl)-N-(1,1,1-trifluoropropan-2-yl)-7H-pyrrolo[2,3-d]pyrimidin-2-amine ClC1=CN=C2N1N=C(C=C2)C2=CNC=1N=C(N=CC12)N[C@H](C(F)(F)F)C